C(C)C(CC)(CC)O[AlH-](OC(CC)(CC)CC)OC(CC)(CC)CC.[Li+] Lithium tris[(3-ethyl-3-pentyl)oxy]aluminohydride